((1R,4R,6S)-8-(4,6-dimethylpyrimidin-2-yl)-4-methyl-3,8-diazabicyclo[4.2.0]octane-3-yl)(5-fluoro-2-(2H-1,2,3-triazol-2-yl)phenyl)methanone CC1=NC(=NC(=C1)C)N1C[C@@H]2C[C@H](N(C[C@H]12)C(=O)C1=C(C=CC(=C1)F)N1N=CC=N1)C